ethyl 1-[2-(4-fluorophenyl) ethyl]-3-(2-hydroxyethyl)-5-methyl-2,4-dioxo-1H,2H,3H,4H-thieno[2,3-d]pyrimidine-6-carboxylate FC1=CC=C(C=C1)CCN1C(N(C(C2=C1SC(=C2C)C(=O)OCC)=O)CCO)=O